(R)-N-(1-(9-ethynyl-1-oxo-2-phenyl-2,4,5,6-tetrahydro-1H-benzo[de]isoquinolin-3-yl)ethyl)-2-((N-methylsulfamoyl)amino)pyrazolo[1,5-a]pyrimidine-3-carboxamide C(#C)C1=CC=C2C=3C(=C(N(C(C13)=O)C1=CC=CC=C1)[C@@H](C)NC(=O)C=1C(=NN3C1N=CC=C3)NS(NC)(=O)=O)CCC2